C(C(C)(C)C)(=O)[O-].C(C(C)(C)C)(=O)[O-].[Ru+2] ruthenium dipivalate